FC1(CCC(CC1)C=NS(=O)C(C)(C)C)F N-((4,4-difluorocyclohexyl)methylene)-2-methylpropane-2-sulfinamide